C1=CC=CC=2C3=CC=CC=C3N(C12)C=1C=C(C(=C(C1)N)Cl)N 5-(9H-carbazol-9-yl)-2-chloro-benzene-1,3-diamine